ClC=1C=CC(=C(C1)C1=CC(=C(C(=N1)NCC1=C(C=C(C=C1)OC)OC)OCOC)C1=CC=NC=C1)F 6-(5-chloro-2-fluorophenyl)-N-[(2,4-dimethoxyphenyl)methyl]-3-(methoxymethoxy)-[4,4'-bipyridin]-2-amine